(2R,6R)-N-[[(2S,4R)-4-fluoropyrrolidin-2-yl]methyl]-6-methyl-4-[8-(trifluoromethyl)-5-quinolinyl]morpholine-2-carboxamide F[C@@H]1C[C@H](NC1)CNC(=O)[C@H]1CN(C[C@H](O1)C)C1=C2C=CC=NC2=C(C=C1)C(F)(F)F